NC1=C2CC[C@@H](N(C2=CC=C1NC1CC2(C1)CC(C2)C(=O)OC)C(=O)OC)C methyl (2S)-5-amino-6-[[6-(methoxycarbonyl) spiro[3.3]heptan-2-yl]amino]-2-methyl-1,2,3,4-tetrahydroquinoline-1-carboxylate